diaminobiphenyl-4,4'-dicarboxylic acid NC=1C(=C(C=CC1C(=O)O)C1=CC=C(C=C1)C(=O)O)N